C(C)C1=NC2=CC(=C(C=C2C(N1C1=CC=C(C=C1)OC)=O)/C=C/C(=O)OCC)F (E)-ethyl 3-(2-ethyl-7-fluoro-3-(4-methoxyphenyl)-4-oxo-3,4-dihydroquinazolin-6-yl)acrylate